COC=1C=C2CCC(C2=CC1)N 5-methoxy-2,3-dihydro-1H-inden-1-amine